C1(CCC1)C=1C=2C3=CN=C(C(O[C@@H](C4=CC(=CC=C4C4=NN(N=C4CC2ON1)C)F)C)=C3)N (19R)-3-cyclobutyl-16-fluoro-10,19-dimethyl-5,20-dioxa-4,9,10,11,23-pentaazapentacyclo[19.3.1.02,6.08,12.013,18]pentacosa-1(24),2(6),3,8,11,13,15,17,21(25),22-decaen-22-amine